2-({[5-(Dimethylamino)pentanoyl]oxy} methyl)-3-[(3-pentyloctanoyl)oxy]-2-{[(3-pentyloctanoyl)oxy]methyl}propyl heptyl hexanedioate C(CCCCC(=O)OCCCCCCC)(=O)OCC(COC(CC(CCCCC)CCCCC)=O)(COC(CC(CCCCC)CCCCC)=O)COC(CCCCN(C)C)=O